4-cyclobutyl-2-[(1S,4S,5R)-5-{[1-cyclopropyl-4-(2,6-dichlorophenyl)-1H-1,2,3-triazol-5-yl]methoxy}-2-azabicyclo[2.2.1]heptan-2-yl]-1,3-benzothiazole-6-carboxylic acid C1(CCC1)C1=CC(=CC2=C1N=C(S2)N2[C@@H]1C[C@H]([C@H](C2)C1)OCC1=C(N=NN1C1CC1)C1=C(C=CC=C1Cl)Cl)C(=O)O